C(C)(C)(C)OC(=O)N1CCN(CC1)C1=C2C(=NS1)C(=C(C(=C2)Cl)C=2C=C(C=C1C=NNC21)OC)F 4-(5-chloro-7-fluoro-6-(5-methoxy-1H-indazol-7-yl)benzo[c]Isothiazol-3-yl)piperazine-1-carboxylic acid tert-butyl ester